C(C#CC)(=O)N[C@@H]1CN(CC1)C1=CC(C(N=C1)=O)=O (S)-5-(3-But-2-ynamidopyrrolidin-1-yl)-2,3-dioxo-pyridine